[(2S,3R,4R,5R)-4-acetoxy-3-(2-iodoethyl)-5-[2-(2-methylpropanoylamino)-6-oxo-1H-purin-9-yl]tetrahydrofuran-2-yl]methyl benzoate C(C1=CC=CC=C1)(=O)OC[C@H]1O[C@H]([C@@H]([C@@H]1CCI)OC(C)=O)N1C=2N=C(NC(C2N=C1)=O)NC(C(C)C)=O